C1(=CC=C(C=C1)/C=C/B(O)O)C1=CC=CC=C1 trans-2-(4-biphenylyl)vinyl-boronic acid